1-ethyl-8-((tetrahydro-2H-pyran-4-yl)methyl)-3-(4-(trifluoromethoxy)phenyl)-1,3,8-triazaspiro[4.5]decane-2,4-dione formate C(=O)O.C(C)N1C(N(C(C12CCN(CC2)CC2CCOCC2)=O)C2=CC=C(C=C2)OC(F)(F)F)=O